C(C)(C)N1N=CC=C1C=1N=CC2=C(N1)C(=CS2)CC2=CC=C(C=C2)N2N=C(C=C2C)C(F)(F)F 2-(1-isopropyl-1H-pyrazol-5-yl)-7-(4-(5-methyl-3-(trifluoromethyl)-1H-pyrazol-1-yl)benzyl)thieno[3,2-d]pyrimidine